quinoline-propionitrile N1=C(C=CC2=CC=CC=C12)CCC#N